1-[4-[3-(Tert-butylamino)-2-hydroxypropoxy]phenyl]-3-(3,4-dimethoxyphenyl)prop-2-en-1-one C(C)(C)(C)NCC(COC1=CC=C(C=C1)C(C=CC1=CC(=C(C=C1)OC)OC)=O)O